C(C1=CC=CC=C1)OC1=NC=2CCC/C=C/COC=3C=C(C=NC3N3N=CC1=C3N2)F (10E)-17-benzyloxy-5-fluoro-8-oxa-1,3,16,20,22-pentazatetracyclo[13.5.2.02,7.018,21]docosa-2(7),3,5,10,15(22),16,18(21),19-octaene